CC=1OC(=CC1C(=O)NC1=NC(=NS1)CC(C)=O)C1=CC(=CC=C1)OC(F)(F)F 2-methyl-5-(3-(trifluoromethoxy)phenyl)-N-(3-(2-oxopropyl)-1,2,4-thiadiazol-5-yl)furan-3-carboxamide